NC[C@@H](O)C=1C=NC(=NC1)C1=C(C=C(C#N)C=C1)OC1=CC(=NC(=C1)N1CCOCC1)C 4-[5-[(1S)-2-amino-1-hydroxyethyl]pyrimidin-2-yl]-3-(2-methyl-6-morpholin-4-ylpyridin-4-yl)oxybenzonitrile